FC1(CC(C1)C1=NN(C(=C1C)NC(OCC(C)(F)F)=O)CC(F)(F)F)F 2,2-difluoropropyl (3-(3,3-difluorocyclobutyl)-4-methyl-1-(2,2,2-trifluoroethyl)-1H-pyrazol-5-yl)carbamate